bis[3-(triethoxysilyl)propyl]-ethylenediamine C(C)O[Si](CCCNCCNCCC[Si](OCC)(OCC)OCC)(OCC)OCC